C1=CC=CC=2C3=CC=CC=C3C(C12)NCCCCCC(=O)O 6-((9H-fluorene-9-yl)amino)caproic acid